(±)-1-fluoro-N-(4-(thiazol-4-yl)phenyl)-6,7,8,9-tetrahydro-5H-5,8-epiminocyclohepta[c]-pyridine-10-carboxamide FC1=NC=CC2=C1CC1CCC2N1C(=O)NC1=CC=C(C=C1)C=1N=CSC1